N-(1,1-Dimethylsilacyclohex-4-yl)-4-fluoro-3-methyl-1H-pyrrolo[2,3-c]pyridine-2-carboxamide C[Si]1(CCC(CC1)NC(=O)C1=C(C=2C(=CN=CC2F)N1)C)C